C1(CC1)C=1N=CC(=NC1)NC1=CC(=C(C(=N1)N1CCOCC1)F)N1CCN(CC1)C(=O)OC(C)(C)C tert-Butyl 4-(6-((5-cyclopropylpyrazin-2-yl)amino)-3-fluoro-2-morpholinopyridin-4-yl)piperazine-1-carboxylate